N-cyano-2-[[(1R)-1-(3,6-dimethyl-4-oxo-2-phenyl-benzopyran-8-yl)ethyl]amino]benzenesulfonamide C(#N)NS(=O)(=O)C1=C(C=CC=C1)N[C@H](C)C1=CC(=CC=2C(C(=C(OC21)C2=CC=CC=C2)C)=O)C